BrC1=C(N=C(C=2N1N=CC2)N2CCC1(CC2)C(C=2C(=NC=CC2)C1)N)C 1'-(7-bromo-6-methyl-pyrazolo[1,5-a]pyrazin-4-yl)-spiro[5,7-dihydrocyclopenta[b]pyridine-6,4'-piperidine]-5-amine